7-([1,1'-biphenyl]-3-yl)-1-(2-morpholinoethyl)-3,4-dihydroquinolin-2(1H)-one C1(=CC(=CC=C1)C1=CC=C2CCC(N(C2=C1)CCN1CCOCC1)=O)C1=CC=CC=C1